Diisopropoxyaluminum monoacetoacetate C(CC(=O)C)(=O)[O-].C(C)(C)O[Al+]OC(C)C